N-(1-(2-methoxyethyl)piperidin-4-yl)pyrazine-2-carboxamide COCCN1CCC(CC1)NC(=O)C1=NC=CN=C1